4-bromo-2-(hydroxyamino)-2,3-dihydro-1H-inden-1-one BrC1=C2CC(C(C2=CC=C1)=O)NO